CN(C1=CC2=CC(=C(C(=C2C=C1)O)N=NC3=C(C4=C(C=C3)C(=CC=C4)S(=O)(=O)O)S(=O)(=O)O)S(=O)(=O)O)C5=NC(=NC(=N5)Cl)Cl The molecule is a 2,4-dichloro-1,3,5-triazine with a multi-substituted napthalen-2-yldiazenyl substituent at the 6-position. It has a role as a dye. It is an azo compound and a chloro-1,3,5-triazine.